3-Chloro-5-isopropyl-8-((2R,3S)-2-methyl-3-((methylsulfonyl)methyl)azetidin-1-yl)isoquinoline sodium 1,2,4-triazole salt N1N=CN=C1.[Na].ClC=1N=CC2=C(C=CC(=C2C1)C(C)C)N1[C@@H]([C@H](C1)CS(=O)(=O)C)C